benzyl (3aR,7aS)-1-[4-(trifluoromethoxy)phenyl]-3,3a,4,6,7,7a-hexahydro-2H-pyrrolo[3,2-c]pyridine-5-carboxylate FC(OC1=CC=C(C=C1)N1CC[C@@H]2CN(CC[C@@H]21)C(=O)OCC2=CC=CC=C2)(F)F